CC1(OC2=CC=CC=C2C(C1C)=NO)C 2,2,3-Trimethylchroman-4-one oxime